2-Butyl-2-ethyl-1,5-pentandiamin C(CCC)C(CN)(CCCN)CC